6-(4-(bicyclo[4.2.0]octa-1,3,5-trien-3-yl)-4H-1,2,4-triazol-3-yl)pyridine C12=CC(=CC=C2CC1)N1C(=NN=C1)C1=CC=CC=N1